1-(4-chlorophenyl)cyclohexanecarbonitrile ClC1=CC=C(C=C1)C1(CCCCC1)C#N